(2R,4S)-4-((6-chloro-5-(4'-(((2-(2-hydroxyethoxy)ethyl)amino)methyl)-[1,1'-biphenyl]-4-yl)-1H-imidazo[4,5-b]pyridin-2-yl)oxy)tetrahydro-2H-pyran-2-carboxylic acid ClC=1C=C2C(=NC1C1=CC=C(C=C1)C1=CC=C(C=C1)CNCCOCCO)N=C(N2)O[C@@H]2C[C@@H](OCC2)C(=O)O